ClC1=CC=C(C2=C1C=CO2)COC2=CC=CC(=N2)C2CCN(CC2)CC2=NC=C(C=C2CC2(CC2)C#N)C2=NN=C(N2)C(F)(F)F 1-((2-((4-(6-((4-chlorobenzofuran-7-yl)methoxy)pyridin-2-yl)piperidin-1-yl)methyl)-5-(5-(trifluoromethyl)-4H-1,2,4-triazol-3-yl)pyridin-3-yl)methyl)cyclopropane-1-carbonitrile